3'-Methyl-1-(6-((2R,3R)-2-methyl-3-(piperazin-1-yl)azetidin-1-yl)-2-(trifluoromethyl)pyrimidin-4-yl)-6',7'-dihydrospiro[piperidine-4,4'-pyrazolo[5,1-c][1,4]oxazine] CC=1C=NN2C1C1(OCC2)CCN(CC1)C1=NC(=NC(=C1)N1[C@@H]([C@@H](C1)N1CCNCC1)C)C(F)(F)F